3-bromo-5-[(3R)-tetrahydrofuran-3-yloxy]benzoic acid methyl ester COC(C1=CC(=CC(=C1)O[C@H]1COCC1)Br)=O